N[C@H](C(=O)O)CNC(=O)N1CC(CC1)N=[N+]=[N-] (2S)-2-amino-3-(3-azidopyrrolidine-1-carboxamido)propanoic acid